12-((biotinyl)amino)-dodecanoic acid C(CCCC[C@@H]1SC[C@@H]2NC(=O)N[C@H]12)(=O)NCCCCCCCCCCCC(=O)O